N-(3,5-dimethyl-1-(tetrahydro-2H-pyran-2-yl)-1H-indazol-4-yl)thiazole CC1=NN(C2=CC=C(C(=C12)N1CSC=C1)C)C1OCCCC1